methyl 7-[5-(3,5-dichloro-4-fluorophenyl)-4,5-dihydro-5-(trifluoromethyl)-3-isoxazolyl]furo[3,2-c]pyridine-4-carboxylate ClC=1C=C(C=C(C1F)Cl)C1(CC(=NO1)C=1C2=C(C(=NC1)C(=O)OC)C=CO2)C(F)(F)F